methyl 5-{[(3R)-1-(tert-butoxycarbonyl)pyrrolidin-3-yl]oxy}-6-fluoropyridine-2-carboxylate C(C)(C)(C)OC(=O)N1C[C@@H](CC1)OC=1C=CC(=NC1F)C(=O)OC